BrC=1C(=CC(=NC1)C(CC1CC1)=O)C 1-(5-bromo-4-methylpyridin-2-yl)-2-cyclopropylethanone